ditetrazolium chloride COC1=C(C=CC(=C1)C2=CC(=C(C=C2)[N+]3=NC(=NN3C4=CC=CC=C4)C5=CC=CC=C5)OC)[N+]6=NC(=NN6C7=CC=CC=C7)C8=CC=CC=C8.[Cl-].[Cl-]